BrC1=CC(=NC=C1)C1COC1 3-(4-bromopyridin-2-yl)oxetan